C(C)C=1C=NC(=C(C(=O)O)C1)C=1NC([C@@](N1)(C)C(C)C)=O |r| (RS)-5-ethyl-2-(4-isopropyl-4-methyl-5-oxo-2-imidazoline-2-yl)nicotinic acid